1-methyl-4-(((1-methylcyclobutyl)amino)methyl)-1H-pyrrolo[2,3-b]pyridine-6-carboxylic acid CN1C=CC=2C1=NC(=CC2CNC2(CCC2)C)C(=O)O